C(CCCCC)P([O-])(=O)C(C)CCCC n-hexyl-sec-hexylphosphinate